CC1(OCC(CO1)(C(=O)OCC([C@H](C[C@H]1C(NCCC1)=O)NC([C@@H](NC(=O)C=1NC2=CC=CC(=C2C1)OC)CC(C)C)=O)=O)C)C (3S)-3-{[N-(4-methoxy-1H-indole-2-carbonyl)-L-leucyl]amino}-2-oxo-4-[(3S)-2-oxopiperidin-3-yl]butyl 2,2,5-trimethyl-1,3-dioxane-5-carboxylate